2,2,2-trifluoro-N-[(7S)-1,2,3-trimethoxy-10-methylsulfanyl-9-oxo-6,7-dihydro-5H-benzo[a]heptalen-7-yl]acetamide FC(C(=O)N[C@H]1CCC2=C(C3=CC=C(C(C=C13)=O)SC)C(=C(C(=C2)OC)OC)OC)(F)F